(1r,4r)-4-((1,3-dioxo-1,3-dihydro-isoindol-2-yl)methyl)cyclohexane-1-carboxylic acid O=C1N(C(C2=CC=CC=C12)=O)CC1CCC(CC1)C(=O)O